Cl.C(C)N ethylamine HCl